Bis-[4-(N,N-bis(p-tolyl)amino)-phenyl]cyclohexane C1(=CC=C(C=C1)N(C1=CC=C(C=C1)C)C1=CC=C(C=C1)C1(CCCCC1)C1=CC=C(C=C1)N(C1=CC=C(C=C1)C)C1=CC=C(C=C1)C)C